(1R,3S)-1-(3-bromo-4-(difluoromethyl)benzyl)-3-(methylsulfonamido)cyclopentane-1-carboxamide BrC=1C=C(C[C@]2(C[C@H](CC2)NS(=O)(=O)C)C(=O)N)C=CC1C(F)F